(E)-N,N-dimethyl-N-(2-(1-methyl-4-(1-methyl-4-(4-(2-(quinolin-3-yl)vinyl)benzamido)-1H-pyrrole-2-carboxamido)-1H-pyrrole-2-carboxamido)ethyl)tridecan-1-aminium C[N+](CCCCCCCCCCCCC)(CCNC(=O)C=1N(C=C(C1)NC(=O)C=1N(C=C(C1)NC(C1=CC=C(C=C1)\C=C\C=1C=NC2=CC=CC=C2C1)=O)C)C)C